butyl-hydroxytoluene C(CCC)C(C1=CC=CC=C1)O